ClC1=CC2=C(S1)C1(CC(NC(C1)C)C)OCC2O (2R,6S)-2-chloro-2',6'-dimethyl-spiro[4,5-dihydrothieno[2,3-c]pyran-7,4'-piperidine]-4-ol